C(C)S(=O)(=O)C=1C=C2C(=NC1C1=NC3=C(C=NC(=C3)C(F)(F)F)N1C)N(C(N2C)=O)C 6-ethylsulfonyl-1,3-dimethyl-5-[3-methyl-6-(trifluoromethyl)imidazo[4,5-c]pyridin-2-yl]imidazo[4,5-b]pyridin-2-one